N1C(=NC2=C1C=CC=C2)CNCCC=2SC(=C(N2)C(=O)NCC2=NC=CC=C2F)C 2-{2-[(1H-1,3-Benzodiazol-2-ylmethyl)amino]ethyl}-N-[(3-fluoropyridin-2-yl)methyl]-5-methyl-1,3-thiazole-4-carboxamide